C(C1=CC=CC=C1)N1C(CN(CC1)C(=O)OCC1=CC=CC=C1)C(=O)OC 1-benzyl 3-methyl 4-benzylpiperazine-1,3-dicarboxylate